FC1(CCN(CC1)C(=O)C1CC(C1)O)F (4,4-difluoropiperidin-1-yl)((1s,3s)-3-hydroxycyclobutyl)methanone